C1(CC1)COC1=C(C(=C(C=C1)NC=1C2=C(N=CN1)C=C(C(=N2)O[C@@H]2CN(CC2)C(C=C)=O)F)F)F (S)-1-(3-((4-((4-(cyclopropylmethoxy)-2,3-difluorophenyl)amino)-7-fluoropyrido[3,2-d]pyrimidin-6-yl)oxy)pyrrolidin-1-yl)prop-2-en-1-one